CC1(C)C(C)(C)O1 2,3-dimethyl-2,3-butylene oxide